C(C)(=O)[C@]([C@H](C=O)O)(O)[C@@](O)([C@H](O)C(O)[Si](C1=CC=CC=C1)(C1=CC=CC=C1)C(C)(C)C)C(C)=O 3,4-diacetyl-6-tert-butyldiphenylsilylgalactose